N-[(6-Amino-2-pyridyl)sulfonyl]-2-(2-tert-butylpyrrolidin-1-yl)-6-(3-fluoro-5-isobutoxyphenyl)pyridin-3-carboxamid NC1=CC=CC(=N1)S(=O)(=O)NC(=O)C=1C(=NC(=CC1)C1=CC(=CC(=C1)OCC(C)C)F)N1C(CCC1)C(C)(C)C